OC1C(OC(C1O)CO)N1N=C(N=C1)C(=O)N 1-(3,4-dihydroxy-5-(hydroxymethyl)tetrahydrofuran-2-yl)-1H-1,2,4-triazole-3-carboxamide